C(C)(C)C1=NC=CC=C1B(O)O (2-isopropylpyridin-3-yl)boronic acid